N-(7-(allyloxy)-3-fluoro-4-methyl-8-oxo-5,6,7,8-tetrahydronaphthalen-1-yl)acetamide C(C=C)OC1CCC=2C(=C(C=C(C2C1=O)NC(C)=O)F)C